ClC=1C=C(/C=C/S(=O)(C2=NC=CC=C2)=N)C=CC1 (E)-(3-chlorostyryl)(imino)(pyridin-2-yl)-λ6-sulfanone